1-vinyl-1,1,3,3,3-pentamethyldisiloxane C(=C)[Si](O[Si](C)(C)C)(C)C